1-(4-(bromomethyl)-2-fluorophenyl)-5-methoxy-3-(trifluoromethyl)-1H-pyrazole BrCC1=CC(=C(C=C1)N1N=C(C=C1OC)C(F)(F)F)F